tert-butyl (R,E)-(1-(3-cyano-4-(((dimethylamino) methylene) amino) phenyl) piperidin-3-yl)carboxylate germanium [Ge].C(#N)C=1C=C(C=CC1/N=C/N(C)C)N1C[C@@H](CCC1)C(=O)OC(C)(C)C